NC=1C(=NC(=CC1)OC)CCN(C(C)C1=C(C=CC(=C1)F)NC1=C(C(=O)O)C=C(C=C1)C(F)(F)F)C(=O)OC(C)(C)C 2-((2-(1-((2-(3-amino-6-methoxypyridin-2-yl)ethyl)(tert-butoxycarbonyl)amino)ethyl)-4-fluorophenyl)amino)-5-(trifluoromethyl)benzoic acid